((R)-1-(3-nitro-5-(trifluoromethyl)phenyl)ethyl)propane-2-sulfinamide [N+](=O)([O-])C=1C=C(C=C(C1)C(F)(F)F)[C@H](C)CC(C)S(=O)N